methyl (S)-2-(bromomethyl)-4-(1-((tert-butoxycarbonyl)amino)ethyl)benzoate BrCC1=C(C(=O)OC)C=CC(=C1)[C@H](C)NC(=O)OC(C)(C)C